ClC=1C=NC(=NC1)OC1=C(C=C(C=C1)NC(=O)C1(CCC(CC1)OC)C(=O)N)F ((4-((5-chloropyrimidin-2-yl)oxy)-3-fluorophenyl)carbamoyl)-4-methoxycyclohexane-1-carboxamide